S(=O)(=O)([O-])[O-].[Pd+2] palladium(II) sulfate